COCCN[S](NCCOC)(F)(F)F bis(2-methoxyethylamino)-sulfur trifluoride